2-(3-((6-Cyano-2-((7-methyl-5-(methylsulfonyl)-1H-indol-4-yl)methyl)-2H-indazol-7-yl)oxy)azetidin-1-yl)nicotinic acid C(#N)C=1C=CC2=CN(N=C2C1OC1CN(C1)C1=C(C(=O)O)C=CC=N1)CC1=C2C=CNC2=C(C=C1S(=O)(=O)C)C